[6-(5-tert-butyl-1,2,4-oxadiazol-3-yl)-3-pyridyl]-[4-(5-chlorooxazolo[4,5-b]pyridin-2-yl)piperazin-1-yl]methanone C(C)(C)(C)C1=NC(=NO1)C1=CC=C(C=N1)C(=O)N1CCN(CC1)C=1OC=2C(=NC(=CC2)Cl)N1